disilanyl chloride [SiH2]([SiH3])Cl